ClC=1N=CC2=C(N1)C(=CN2C)N2CC(C(C2)(F)F)(F)F 2-chloro-5-methyl-7-(3,3,4,4-tetrafluoropyrrolidin-1-yl)-5H-pyrrolo[3,2-d]pyrimidine